1-(4-((1-(2-(piperazin-1-yl)ethyl)piperidin-4-yl)oxy)phenyl)dihydropyrimidine-2,4(1H,3H)-dione N1(CCNCC1)CCN1CCC(CC1)OC1=CC=C(C=C1)N1C(NC(CC1)=O)=O